NC1=CC=C2C(=N1)CC[C@H]2NC([C@H](C)NC(=O)[C@@H]2NC[C@H](C2)CC2=C(C=CC=C2)Cl)=O (2R,4S)-N-((S)-1-(((R)-2-amino-6,7-dihydro-5H-cyclopenta[b]pyridin-5-yl)amino)-1-oxopropan-2-yl)-4-(2-chlorobenzyl)pyrrolidine-2-carboxamide